F[C@H]1[C@H](CN(CC1)C(=O)OC(C)(C)C)O |o1:1,2| tert-butyl (3S*,4R*)-4-fluoro-3-hydroxypiperidine-1-carboxylate